1-(2-bromophenyl)-2-methyl-propane-1,2-diol BrC1=C(C=CC=C1)C(C(C)(O)C)O